CC1=C(OC(C(=O)N2CCN(CC2)S(=O)(=O)C2=CC=C(C=C2)F)(C)C)C=C(C=C1)C 2-(2,5-dimethylphenoxy)-1-(4-((4-fluorophenyl)sulfonyl)piperazin-1-yl)-2-methylpropan-1-one